C1(=CC=CC=C1)CCN (S)-Phenylethylamine